O1N(CC=CC2=C1C=CC=C2)C(=O)[O-] benzoxazepine-2(1H)-carboxylate